N,N'-(2-(difluoromethyl)pyrimidine-4,6-diyl)bis(1,1-diphenyl-methanimine) FC(C1=NC(=CC(=N1)N=C(C1=CC=CC=C1)C1=CC=CC=C1)N=C(C1=CC=CC=C1)C1=CC=CC=C1)F